(cis)-tert-Butyl 1-((3-(ethoxycarbonyl)-3-methylcyclobutyl) methyl)-6,6-difluoro-2-methylhexahydropyrrolo[3,2-c]pyrazole-4(2H)-carboxylate C(C)OC(=O)C1(CC(C1)CN1N(C[C@H]2[C@@H]1C(CN2C(=O)OC(C)(C)C)(F)F)C)C